(5aS,6S,6aS)-ethyl 3-(bis(4-methoxybenzyl)amino)-6a-methyl-5,5a,6,6a-tetrahydro-cyclopropa[4,5]cyclopenta[1,2-c]pyridine-6-carboxylate COC1=CC=C(CN(C2=CC3=C(C=N2)[C@]2([C@@H](C3)[C@@H]2C(=O)OCC)C)CC2=CC=C(C=C2)OC)C=C1